C1(CC1)N1N=CC(=C1)[C@H]1CN(C[C@H](O1)C)C1=CC=2N(C(=N1)SC)C=C(N2)C (2S,6R)-2-(1-cyclopropylpyrazol-4-yl)-6-methyl-4-(2-methyl-5-methylsulfanyl-imidazo[1,2-c]pyrimidin-7-yl)morpholine